3-fluoro-2-(2-methoxyethylsulfamoylamino)pyridine FC=1C(=NC=CC1)NS(NCCOC)(=O)=O